C(C)(=O)N[C@H]1CC[C@H](CC1)N1N=CC(=C1C(=O)NC1=NC=C(C=C1F)C#CC1=CC=CC=C1)Cl 1-(cis-4-acetamidocyclohexyl)-4-chloro-N-(3-fluoro-5-(phenylethynyl)pyridin-2-yl)-1H-pyrazole-5-carboxamide